CC(C)(C(CC1=C(C(=C(C=C1O)OC)C(=O)/C=C/C2=CC=C(C=C2)O)O)O)OC The molecule is a member of the class of chalcones that is trans-chalcone substituted by hydroxy groups at positions 4, 2' and 4', a methoxy group at position 6' and a 2-hydroxy-3-methoxy-3-methylbutyl group at position 3'. It has been isolated as a racemate from Humulus lupulus and has been shown to exhibit inhibitory activity against NO production. It has a role as a metabolite and an EC 1.14.13.39 (nitric oxide synthase) inhibitor. It is a member of chalcones, a polyphenol, an aromatic ether and a secondary alcohol.